Br.C1C(NC=2C=CC=C3C2N1[C@@H]1[C@H]3CNCC1)=O (6bR,10aS)-6b,7,8,9,10,10a-hexahydro-1H-pyrido[3',4':4,5]pyrrolo[1,2,3-de]quinoxalin-2(3H)-one HBr salt